Bromo-5'-chloro-[1,1'-biphenyl]-3-carbonitrile BrC1=C(C=CC=C1C#N)C1=CC=CC(=C1)Cl